Azetidin-3-amine N1CC(C1)N